The molecule is the simplest member of the class of delta-lactone that is tetrahydro-2H-pyran substituted by an oxo group at position 2. It derives from a hydride of an oxane. C1CCOC(=O)C1